OOC(=O)O dihydroxyformic acid